C(C)(C)(C)OC(=O)N1CC(CC(=CC1)C1=C(C(=CC=2CCOC21)NC2=NC(=CC(=N2)C)NC)F)F 3-fluoro-5-[6-fluoro-5-[[4-methyl-6-(methylamino)pyrimidin-2-yl]amino]-2,3-dihydrobenzofuran-7-yl]-2,3,4,7-tetrahydroazepine-1-carboxylic acid tert-butyl ester